1-t-butyl-3-cyclopentylcarbodiimide C(C)(C)(C)N=C=NC1CCCC1